(2-chlorophenyl)tetrahydro-2H-pyran-4-carbonitrile ClC1=C(C=CC=C1)C1OCCC(C1)C#N